C(#C)C1N(C2CC2C1)C(=O)O.CC1OC(OC1)=O 4-Methyl-2-oxo-1,3-dioxolan 3-ethynyl-2-azabicyclo[3.1.0]hexane-2-carboxylate